COS(=O)(=O)C1=CC=CC=C1.[Zn] zinc methylbenzenesulfonate